(Z)-3-cyano-5-methylhexenoic acid ethyl ester C(C)OC(\C=C(\CC(C)C)/C#N)=O